N-isobutyl-thieno[3,2-d]Pyrimidin-4-amine C(C(C)C)NC=1C2=C(N=CN1)C=CS2